OC1=C(C=NC(=C1)C(F)(F)F)C1(CC1)C(=O)N[C@H]1CN(C[C@H](C1)C)C1=NN=NN1 1-(4-hydroxy-6-(trifluoromethyl)pyridin-3-yl)-N-((3R,5S)-5-methyl-1-(1H-tetrazol-5-yl)piperidin-3-yl)cyclopropane-1-carboxamide